C(C)(C)C1=C(C=CC=C1)C=1N=CC=2OCC(N(C2N1)CC1=CC=C(C=C1)C=1N(C=C(N1)C(F)(F)F)C)=O 2-(2-isopropylphenyl)-8-(4-(1-methyl-4-(trifluoromethyl)-1H-imidazol-2-yl)benzyl)-6H-pyrimido[5,4-b][1,4]oxazin-7(8H)-one